3-[[2-(4-chlorophenoxy)acetyl]amino]bicyclo[1.1.1]pentane-1-carboxylic acid methyl ester COC(=O)C12CC(C1)(C2)NC(COC2=CC=C(C=C2)Cl)=O